BrC=1C=C(C(=NC1Cl)NC(C)(C)C)C1CC1 5-bromo-N-tert-butyl-6-chloro-3-cyclopropylpyridin-2-amine